C1(=CC=CC=C1)S(=O)(=O)N1C=C(C2=CC=CN=C12)B1OC(C)(C)C(C)(C)O1 1-(benzenesulfonyl)-7-azaindole-3-boronic acid pinacol ester